4-((R)-3-((cyclobutylmethyl)amino)piperidin-1-yl)pyridin-2(1H)-one C1(CCC1)CN[C@H]1CN(CCC1)C1=CC(NC=C1)=O